5-((5-Chloro-2-(4,4-difluoro-3-(methoxymethyl)piperidin-1-yl)pyrimidin-4-yl)amino)-3-(3-hydroxy-3-methylbutyl)-1-methyl-1,3-dihydro-2H-benzo[d]imidazol-2-one ClC=1C(=NC(=NC1)N1CC(C(CC1)(F)F)COC)NC1=CC2=C(N(C(N2CCC(C)(C)O)=O)C)C=C1